2-hydroxymethyl-1-ethyl thioglycolate C(CS)(=O)OCCCO